methyl-cerotic acid methyl ester COC(C(CCCCCCCCCCCCCCCCCCCCCCCC)C)=O